4-(2-(4-methylpiperazin-1-yl)ethyl)-N6-((tetrahydro-2H-pyran-4-yl)methyl)-1,3,5-triazine-2,4,6-triamine CN1CCN(CC1)CCC1(NC(=NC(=N1)NCC1CCOCC1)N)N